FC(OC=1C(=CC2=C(C=NS2)C1)C1=NNC=C1NC(=O)C=1C=NN2C1N=CC=C2)F N-(3-(5-(difluoromethoxy)benzo[d]isothiazol-6-yl)-1H-pyrazol-4-yl)pyrazolo[1,5-a]pyrimidine-3-carboxamide